2-imino-3-(5-methyl-2-(pyridin-3-ylmethyl)phenyl)thiazolidin-4-one N=C1SCC(N1C1=C(C=CC(=C1)C)CC=1C=NC=CC1)=O